ClC=1C(=C(C=CC1)C1=NC=CC(=N1)NC=1C(=NNC1)C1=NC2=C(N1)C=CC(=C2)CN2CCOCC2)F 2-(3-Chloro-2-fluorophenyl)-N-(3-(5-(morpholinomethyl)-1H-benzo[d]imidazol-2-yl)-1H-pyrazol-4-yl)pyrimidin-4-amine